C(CCC)OC(=O)N1CC(C2=CC=CC=C12)(C)C(C=[N+]=[N-])=O.O1CCN(CC1)N(C1=CC=CC=C1)C(=O)N(N1CCOCC1)C1=CC=CC=C1 morpholinophenyl-aminoketone butyl-3-(2-diazoacetyl)-3-methylindoline-1-carboxylate